3-[(R)-Hydroxy-{5-[5-(1-hydroxy-1-methyl-ethyl)-[1,2,4]oxadiazol-3-yl]-pyridin-3-yl}-(4-isopropyl-phenyl)-methyl]-3-methyl-azetidine-1-carboxylic acid tert-butyl ester C(C)(C)(C)OC(=O)N1CC(C1)(C)[C@](C1=CC=C(C=C1)C(C)C)(C=1C=NC=C(C1)C1=NOC(=N1)C(C)(C)O)O